tert-butyl 3-(4-((4-(bis(4-methoxybenzyl)amino)-2-butoxyimidazo[2,1-f][1,2,4]triazin-7-yl)(hydroxy)methyl)-3-fluorophenoxy)pyrrolidine-1-carboxylate COC1=CC=C(CN(C2=NC(=NN3C2=NC=C3C(C3=C(C=C(OC2CN(CC2)C(=O)OC(C)(C)C)C=C3)F)O)OCCCC)CC3=CC=C(C=C3)OC)C=C1